β-naphthylethyl iodide C1(=CC=CC2=CC=CC=C12)CCI